4-(4-iodo-2-methylphenyl)butyric acid IC1=CC(=C(C=C1)CCCC(=O)O)C